neohexyl-sulfur C(CC(C)(C)C)[S]